4-methanesulfonyl-pyridin-1-ium-1-olate CS(=O)(=O)C1=CC=[N+](C=C1)[O-]